CCC(CCCCC)OCCOCCO 2-(2-(octane-3-yloxy)ethoxy)ethane-1-ol